ClC1=C(C(=O)NC(NC2=C(C=CC=C2)C)=O)C=CC(=N1)Cl 2,6-dichloro-N-(o-tolylcarbamoyl)nicotinamide